C1(CCC1)CN(C)CC=1C=C(C2=C(N=C(O2)C=2C=C(C=CC2)C2=C(C=C(C=C2)F)C2=NN=CN2C)C1)C(F)(F)F 1-Cyclobutyl-N-((2-(4'-fluoro-2'-(4-methyl-4H-1,2,4-triazol-3-yl)-[1,1'-biphenyl]-3-yl)-7-(trifluoromethyl)benzo[d]oxazol-5-yl)methyl)-N-methylmethanamine